N1-((3-((1H-1,2,4-triazol-1-yl)methyl)oxetan-3-yl)methyl)-2-methyl-N4-(6-methylpyridin-2-yl)benzene-1,4-diamine N1(N=CN=C1)CC1(COC1)CNC1=C(C=C(C=C1)NC1=NC(=CC=C1)C)C